4-((1R,5S)-3,8-diazabicyclo[3.2.1]octan-3-yl)-8-fluoro-7-(4-methyl-1H-pyrrolo[3,2-c]pyridin-3-yl)-2-((tetrahydro-1H-pyrrolizin-7a(5H)-yl)methoxy)quinazoline [C@H]12CN(C[C@H](CC1)N2)C2=NC(=NC1=C(C(=CC=C21)C2=CNC1=C2C(=NC=C1)C)F)OCC12CCCN2CCC1